2,3,5,6-tetrafluoro-4-iodobenzonitrile FC1=C(C#N)C(=C(C(=C1F)I)F)F